CCC(CC(CC)=O)=O n-heptane-3,5-dione